2,4-dimethylpiperazine-1-carboxamide CC1N(CCN(C1)C)C(=O)N